C1(CC1)CN1C(=CC=2C1=NC(=CC2)C(C)(C(C)C)O)C=2N=C1N(C(=CC(=C1)C=O)OC)C2C [2-[1-(cyclopropylmethyl)-6-(2-hydroxy-3-methylbutan-2-yl)pyrrolo[2,3-b]pyridin-2-yl]-5-methoxy-3-methylimidazo[1,2-a]pyridin-7-yl]methanone